(R)-2-allyl-1-(7-ethyl-7-hydroxy-6,7-dihydro-5H-cyclopenta[b]pyridin-2-yl)-6-((3-methyl-4-(4-methylpiperazin-1-yl)phenyl)amino)-1,2-dihydro-3H-pyrazolo[3,4-d]pyrimidin-3-one C(C=C)N1N(C2=NC(=NC=C2C1=O)NC1=CC(=C(C=C1)N1CCN(CC1)C)C)C1=CC=C2C(=N1)[C@@](CC2)(O)CC